N[C@@H](C(=O)O)CNC(C1=CC(=CC(=C1)F)N1C(CCCC1)CC)=O (2R)-2-amino-3-(3-(2-ethylpiperidin-1-yl)-5-fluorobenzamido)propanoic acid